(3-(4-benzylpiperazin-1-yl)-1-(6-(4-(1,4-dimethyl-1H-pyrazol-5-yl)piperidin-1-yl)-2-(trifluoromethyl)pyrimidin-4-yl)azetidin-2-yl)methanol C(C1=CC=CC=C1)N1CCN(CC1)C1C(N(C1)C1=NC(=NC(=C1)N1CCC(CC1)C1=C(C=NN1C)C)C(F)(F)F)CO